(3R,4R)-1-(cyclopropylsulfonyl)-4-((5-fluoro-7-isopropylpyrrolo[2,1-f][1,2,4]triazin-2-yl)amino)piperidin-3-ol C1(CC1)S(=O)(=O)N1C[C@H]([C@@H](CC1)NC1=NN2C(C=N1)=C(C=C2C(C)C)F)O